Racemic-3-(isoquinolin-4-yl)-2-oxo-1-(6-(trifluoromethyl)pyridin-2-yl)imidazoline-4-carbonitrile C1=NC=C(C2=CC=CC=C12)N1C(N(C[C@@H]1C#N)C1=NC(=CC=C1)C(F)(F)F)=O |r|